4-phenyl-2-(trifluoromethyl)-1H-benzo[d]imidazol-6-amine C1(=CC=CC=C1)C1=CC(=CC=2NC(=NC21)C(F)(F)F)N